2-(4-(3-((tert-butyldimethylsilyl)oxy)-1-methylpyrrolidin-2-yl)-1H-imidazol-1-yl)-3-fluoro-5-nitropyridine [Si](C)(C)(C(C)(C)C)OC1C(N(CC1)C)C=1N=CN(C1)C1=NC=C(C=C1F)[N+](=O)[O-]